[N-](S(=O)(=O)C(F)(F)F)S(=O)(=O)C(F)(F)F.C(C)C=1NC=C[N+]1C ethyl-3-methylimidazolium bis(trifluoromethylsulfonyl)imide